O1CC(=CC2=C1C=CC=C2)C(=O)O Benzopyran-3-carboxylic acid